C(C)(C)(C)OC(=O)N1CCC(CC1)CC1=CC=C2C(=N1)SC(=C2)C(=O)OC methyl 6-((1-(tert-butoxycarbonyl)piperidin-4-yl)methyl)thieno[2,3-b]pyridine-2-carboxylate